C(C(=C)C)(=O)OCC1CC2C(CC1)O2 3,4-Epoxycyclohexylmethyl methacrylate